N1=C(N=CC=C1)C1(CC1)NC(=O)[C@H]1CN(CC[C@@H]1NC(=O)C=1OC=C(N1)C1=C(C=C(C=C1)F)F)CC1CC1 (3S,4S)-1-Cyclopropylmethyl-4-{[4-(2,4-difluoro-phenyl)-oxazole-2-carbonyl]-amino}-piperidine-3-carboxylic acid (1-pyrimidin-2-yl-cyclopropyl)-amide